N2-tert-butyl-7-(3-cyanophenyl)-6-cyclopropyl-3,4-dihydropyrrolo[1,2-a]pyrazine-2,8(1H)-dicarboxamide C(C)(C)(C)NC(=O)N1CC=2N(CC1)C(=C(C2C(=O)N)C2=CC(=CC=C2)C#N)C2CC2